1-bromo-3,5-diphenyl-benzene BrC1=CC(=CC(=C1)C1=CC=CC=C1)C1=CC=CC=C1